5-(4-(4-(2-(2-aminopyridin-3-yl)-5-(2-oxo-1,2-dihydropyridin-3-yl)-3H-imidazo[4,5-b]pyridin-3-yl)benzyl)piperazine-1-carbonyl)-2-hydroxybenzaldehyde NC1=NC=CC=C1C1=NC=2C(=NC(=CC2)C=2C(NC=CC2)=O)N1C1=CC=C(CN2CCN(CC2)C(=O)C=2C=CC(=C(C=O)C2)O)C=C1